6-methoxy-2-quinolineacetamide COC=1C=C2C=CC(=NC2=CC1)CC(=O)N